diallyldimethyl-acrylamide C(C=C)N(C(C=C(C)C)=O)CC=C